(S)-2-(4-(6-((4-chloro-2-(dimethylamino)benzyl)oxy)pyridin-2-yl)-2,5-difluorobenzyl)-1-((oxetan-2-yl)methyl)-3-oxo-2,3-dihydro-1H-indazole-6-carboxylic acid ClC1=CC(=C(COC2=CC=CC(=N2)C2=CC(=C(CN3N(C4=CC(=CC=C4C3=O)C(=O)O)C[C@H]3OCC3)C=C2F)F)C=C1)N(C)C